N1(CCC1)C(=O)C1=NN2C([C@@H](N=C(C3=C2C=CC(=C3Cl)Br)C3=NC=CC=C3F)C)=N1 azetidin-1-yl-[(4S)-8-bromo-7-chloro-6-(3-fluoro-2-pyridyl)-4-methyl-4H-[1,2,4]triazolo[1,5-a][1,4]benzodiazepin-2-yl]methanone